COC1=CC(=CC2=C1N(C(=N2)NC(=O)C=2N=NC=CC2)CCC)C(=O)N 7-methoxy-1-propyl-2-(pyridazine-3-carboxamido)-1H-benzo[d]imidazole-5-amide